(4-(cyclopropylsulfonyl)piperazin-1-yl)pyrimidin-4-amine C1(CC1)S(=O)(=O)N1CCN(CC1)C1=NC=CC(=N1)N